Ethyl (R)-1-((4-(N-ethyl-N-isopropylsulfamoyl)phenyl)sulfonyl)piperidine-3-carboxylate C(C)N(S(=O)(=O)C1=CC=C(C=C1)S(=O)(=O)N1C[C@@H](CCC1)C(=O)OCC)C(C)C